O1CCC(=CC1)C1=CC=2C(=NC=C(C2)C(=O)NC=2C(=NC=C(C2)NC(CN2[C@H](CCC2)C)=O)C)N1COCC[Si](C)(C)C (S)-2-(3,6-dihydro-2H-pyran-4-yl)-N-(2-methyl-5-(2-(2-methylpyrrolidin-1-yl)acetamido)pyridin-3-yl)-1-((2-(trimethylsilyl)ethoxy)methyl)-1H-pyrrolo[2,3-b]pyridine-5-carboxamide